5-(2-ethoxy-3-pyridinyl)-3-methyl-N-[(2-methylthiazol-4-yl)methyl]-1-(oxetan-3-yl)pyrazolo[4,3-b]pyridin-7-amine C(C)OC1=NC=CC=C1C1=CC(=C2C(=N1)C(=NN2C2COC2)C)NCC=2N=C(SC2)C